1-[(2R,3R,4S,5R)-4-benzyloxy-5-(benzyloxymethyl)-3-hydroxy-5-(hydroxymethyl)-tetra-hydrofuran-2-yl]-5-methyl-pyrimidine-2,4-dione C(C1=CC=CC=C1)O[C@H]1[C@H]([C@@H](O[C@]1(CO)COCC1=CC=CC=C1)N1C(NC(C(=C1)C)=O)=O)O